morpholin-2,2,6,6-d4 N1CC(OC(C1)([2H])[2H])([2H])[2H]